C(C)(C)(C)OC(NC1=NC(=C(C(=C1)C1=NN(C=2N(C(N(C(C21)=O)C)=O)CC2=CC=C(C=C2)OC)CC2=CC=CC=C2)Cl)Cl)=O tert-butyl(4-(1-benzyl-7-(4-methoxybenzyl)-5-methyl-4,6-dioxo-4,5,6,7-tetrahydro-1H-pyrazolo[3,4-d]pyrimidin-3-yl)-5,6-dichloropyridin-2-yl)carbamate